[Cl-].[Cl-].C1(=CC=CC=C1)C(C1=CC=CC=C1)=[Hf+2](C1C2=CC=CC=C2C=2C=CC=CC12)C1C=CC=C1 diphenylmethylene(cyclopentadienyl)(9-fluorenyl)hafnium dichloride